1,2,4-TRIAZOLE-3-THIONE N1=NC(N=C1)=S